5-bromo-3-(1-(2-((4-((1-(cyclopropylmethyl)-1H-1,2,3-triazol-4-yl)methyl)-1-Methyl-1H-pyrazol-3-yl)methyl)-5-fluorophenyl)ethoxy)pyridin-2-amine BrC=1C=C(C(=NC1)N)OC(C)C1=C(C=CC(=C1)F)CC1=NN(C=C1CC=1N=NN(C1)CC1CC1)C